rac-(2R,5S)-tert-butyl 2-(4-Acetoxyphenyl)-5-methylpiperidine-1-carboxylate C(C)(=O)OC1=CC=C(C=C1)[C@@H]1N(C[C@H](CC1)C)C(=O)OC(C)(C)C |r|